(5-Fluoroquinolin-4-yl)boronic acid FC1=C2C(=CC=NC2=CC=C1)B(O)O